NC1=NC=C(C=2C1=CN(N2)C2OCCCC2)NC(=O)C(=O)N(C(C)C2=C(C=C(C=C2)C(F)(F)F)C)C N-(4-amino-2-tetrahydropyran-2-yl-pyrazolo[4,3-c]pyridin-7-yl)-N'-methyl-N'-[1-[2-methyl-4-(trifluoromethyl)phenyl]ethyl]oxamide